NC=1C=2N(C3=CC(=C(C=C3N1)C(F)(F)F)C(=O)N(C1COCC3=NC(=CC=C31)C(F)(F)F)C)C=NC2 4-amino-N-methyl-7-(trifluoromethyl)-N-[2-(trifluoromethyl)-6,8-dihydro-5H-pyrano[3,4-b]pyridin-5-yl]imidazo[1,5-a]quinoxaline-8-carboxamide